COC(=O)C1=C(C=C2C(=C(N(C2=C1)C)CCCCC)CCC(N)=O)C 1,5-dimethyl-2-pentyl-3-(2-carbamoylethyl)-1H-indole-6-carboxylic acid methyl ester